BrC1=CC=C(C=C1)[C@]12[C@](C3=NN(C=C3O1)C)([C@@H]([C@@H]([C@H]2C2=CC=CC=C2)C(=O)OC)O)O |r| rac-methyl (4aR,5S,6R,7R,7aS)-4a-(4-bromophenyl)-7,7a-dihydroxy-2-methyl-5-phenyl-2,4a,5,6,7,7a-hexahydrocyclopenta[4,5]furo[3,2-c]pyrazole-6-carboxylate